CC=1OC2=C(N1)C=C(C=C2)C2=CC=CC=C2 2-methyl-5-phenylbenzo[d]oxazole